(2R,3S,5R)-2-ethynyl-5-(2-fluoro-6-heptanamido-9H-purin-9-yl)-2-(hydroxymethyl)tetrahydrofuran-3-yl 3-(2-acetoxy-4,6-dimethyl phenyl)-3-methylbutanoate C(C)(=O)OC1=C(C(=CC(=C1)C)C)C(CC(=O)O[C@@H]1[C@](O[C@H](C1)N1C2=NC(=NC(=C2N=C1)NC(CCCCCC)=O)F)(CO)C#C)(C)C